tert-butyl (((1r,4r)-4-(iodomethyl)cyclohexyl)methyl)carbamate CC(C)(C)OC(=O)NCC1CCC(CC1)CI